3-Amino-N-methoxy-N-methyl-1H-pyrazole-5-carboxamide NC1=NNC(=C1)C(=O)N(C)OC